C(C)N1C(C2=NC(=CC=C2C1=O)NC1=NC=C(C(=C1)N[C@H](CO)C1=CC=CC=C1)C1=NC(=NO1)C1=CC=NC=C1)(C)C (S)-6-ethyl-2-((4-((2-hydroxy-1-phenylethyl)amino)-5-(3-(pyridin-4-yl)-1,2,4-oxadiazol-5-yl)pyridin-2-yl)amino)-7,7-dimethyl-6,7-dihydro-5H-pyrrolo[3,4-b]pyridin-5-one